1,4-diaminopropylcyclohexane NC(CC)C1CCC(CC1)N